C1(=CC=CC=C1)C(C1=CC=CC=C1)=NC=1C=CC=C2C=CN(C(C12)=O)CC1=CC=C(C=C1)OC 8-((Diphenylmethylene)amino)-2-(4-methoxybenzyl)isoquinolin-1(2H)-one